1-(3,5-dichlorophenyl)-5-(6-oxo-1,6-dihydropyridin-3-yl)-3-(pyridin-3-yl)pyrimidine-2,4(1H,3H)-dione ClC=1C=C(C=C(C1)Cl)N1C(N(C(C(=C1)C1=CNC(C=C1)=O)=O)C=1C=NC=CC1)=O